2-(2,4-difluorophenyl)-3-(5-fluoropyrimidin-4-yl)-1-(1H-1,2,4-triazol-1-yl)-2-butanol FC1=C(C=CC(=C1)F)C(CN1N=CN=C1)(C(C)C1=NC=NC=C1F)O